ClC=1C(=C(C(N(N1)C)=O)C1=C(C=CC2=CC=CC=C12)C)OC 6-chloro-5-methoxy-2-methyl-4-(2-methyl-1-naphthyl)-3(2H)-pyridazinone